NC([C@@](CO)(C)NC(=O)C1=C(OC2=C1C=C(C=C2)N2CCN(CC2)C2=CC=CC=C2)C)=O (S)-N-(1-amino-3-hydroxy-2-methyl-1-oxopropan-2-yl)-2-methyl-5-(4-phenylpiperazin-1-yl)benzofuran-3-carboxamide